ClC1=C(C=CC=C1)NC=1N=C(SC1C(=O)OC)C1CC1 methyl 4-((2-chlorophenyl) amino)-2-cyclopropylthiazole-5-carboxylate